3-(3,5-dimethyl-1H-pyrazol-1-yl)benzene CC1=NN(C(=C1)C)C=1C=CC=CC1